NC=1C=C(C=CC1)C1=CC=CC=C1 (14S)-3-aminobiphenyl